FC=1C=CC(=NC1)C1=CC=C(C=2N=C(OC21)N2CC1N(C(C2)C1)C(=O)OC(C)(C)C)O tert-Butyl 3-(7-(5-fluoropyridin-2-yl)-4-hydroxybenzo[d]oxazol-2-yl)-3,6-diazabicyclo[3.1.1]heptane-6-carboxylate